3,5-Dimethyl-1-phenyl-pyrazol-4-amine CC1=NN(C(=C1N)C)C1=CC=CC=C1